2-(3-Chlorobenzyl)-5-fluoro-2H-indazole-6-carboxylic acid methyl ester COC(=O)C=1C(=CC2=CN(N=C2C1)CC1=CC(=CC=C1)Cl)F